(3-bromo-2-methylphenyl)Azolo[5,4-c]pyridine-6-carboxaldehyde BrC=1C(=C(C=CC1)C1=NC2=CN(C=CC2=C1)C=O)C